OCCNC1=NC=2N(C(N(C(C2N1CC1=CC=C(C=C1)C1=CC=C(C=C1)CC(C)C)=O)C)=O)C 8-((2-hydroxyethyl)amino)-7-((4'-isobutyl-[1,1'-biphenyl]-4-yl)methyl)-1,3-dimethyl-3,7-dihydro-1H-purine-2,6-dione